3-[4-(2-hydroxyethyl)phenyl]piperidine-2,6-dione OCCC1=CC=C(C=C1)C1C(NC(CC1)=O)=O